BrC=1C(=NC=CC1)OC(C)C1=CC=CC=C1 bromo-2-(1-phenylethoxy)pyridine